C1CCC2=C(C=3CCCC3C=C12)NC(=O)N=[S@](=O)(N)C=1C=NN2C1OC[C@H](C2)C (R,6S)-N'-((1,2,3,5,6,7-hexahydro-s-indacen-4-yl)carbamoyl)-6-methyl-6,7-dihydro-5H-pyrazolo[5,1-b][1,3]oxazine-3-sulfonimidamide